CN(C)\C=C\1/CN(CCCC1=O)C(=O)OCC1=CC=CC=C1 (E)-benzyl 3-((dimethylamino)methylene)-4-oxoazepane-1-carboxylate